benzothiadiazole-7-carbothioic acid S-methyl ester CSC(=O)C1=CC=CC=2N=NSC21